(1-(2-((tert-butyldimethylsilyl)oxy)ethyl)-5-chloro-1H-pyrrolo[3,2-B]pyridin-7-yl)methanol [Si](C)(C)(C(C)(C)C)OCCN1C=CC2=NC(=CC(=C21)CO)Cl